N1=CC=C(C=C1)C=1C=C(C=CC1)C=1N=C(SC1)NC(=O)C1N(CC1)C(=O)OC(C)(C)C tert-Butyl 2-((4-(3-(pyridin-4-yl)phenyl)thiazol-2-yl)carbamoyl)azetidine-1-carboxylate